C12(CC(C1)C2)C2=NN(C(=C2C(F)(F)F)C(=O)NC2=CC(=CC=C2)S(=O)(=N)C)CC2(CC(C2)(F)F)C 3-(bicyclo[1.1.1]pentan-1-yl)-1-((3,3-difluoro-1-methylcyclobutyl)methyl)-N-(3-(S-methylsulfonimidoyl)phenyl)-4-(trifluoromethyl)-1H-pyrazole-5-carboxamide